1-methyl-5-[1-[5-(methylamino)-2-pyridinyl]-3-(trifluoromethyl)pyrazol-4-yl]Imidazole-2-carboxamide CN1C(=NC=C1C=1C(=NN(C1)C1=NC=C(C=C1)NC)C(F)(F)F)C(=O)N